CC=1C=NC2=CC(=CC=C2C1O)C(F)(F)F 3-Methyl-7-(trifluoromethyl)quinolin-4-ol